1-(2-chloropyrimidin-5-yl)-3-[(1S)-1-(5-fluoro-3-methyl-1-benzofuran-2-yl)-2-methylpropyl]urea ClC1=NC=C(C=N1)NC(=O)N[C@@H](C(C)C)C=1OC2=C(C1C)C=C(C=C2)F